C1(C2=CC=C(C(=O)OCCC3=CC=C(C=C3)O1)C=C2)=O p-phenyleneEthylene Terephthalate